(2S)-2-[(3R)-1-tert-Butoxycarbonylpyrrolidin-3-yl]-3-[3-(7-methoxybenzothiophen-2-yl)phenyl]propanoic acid C(C)(C)(C)OC(=O)N1C[C@H](CC1)[C@@H](C(=O)O)CC1=CC(=CC=C1)C=1SC2=C(C1)C=CC=C2OC